2-{[(1S)-1-{4-[1-(4-propanoylpiperazin-1-yl)propyl]phenyl}ethyl]amino}-8-(propan-2-yl)pyrido[2,3-d]pyrimidin-7(8H)-one C(CC)(=O)N1CCN(CC1)C(CC)C1=CC=C(C=C1)[C@H](C)NC=1N=CC2=C(N1)N(C(C=C2)=O)C(C)C